CSC1=CC2=C(N=CN2)C=C1 5-Methylmercaptobenzimidazol